C(C=C)(=O)OC1=CC=C2C=CCC2=C1CC 7-ethylinden-6-yl acrylate